C(CCCCCC\C=C\CCCCCC)CC(=O)OCCC\C=C/CCCCC (Z)-4-Decen-1-ol (E)-8-Pentadecenyl-acetate